C(N)(=N)SCN1N=CC(=C(C1=O)Cl)Cl (4,5-dichloro-6-oxopyridazin-1(6H)-yl)methyl carbamimidothioate